FC(OC=1C=C2C=C(NC2=CC1OCC1=NOC=C1)CNC(=O)C1(CC1)C)F N-((5-(difluoromethoxy)-6-(isoxazol-3-ylmethoxy)-1H-indol-2-yl)methyl)-1-methylcyclopropane-1-carboxamide